3-[[(2R)-1-[2-cyano-2-[2-methyl-2-(morpholin-4-yl)propylidene]acetyl]pyrrolidin-2-yl]methyl]urea C(#N)C(C(=O)N1[C@H](CCC1)CNC(N)=O)=CC(C)(N1CCOCC1)C